BrC=1C=C(C=C2C=NN(C12)COCC[Si](C)(C)C)S(=O)(=O)NC(C)(C)C 7-bromo-N-tert-butyl-1-(2-trimethylsilylethoxymethyl)indazole-5-sulfonamide